2-(naphthalene-2-yl)ethanol C1=C(C=CC2=CC=CC=C12)CCO